Cl.FC1=C(OCCCCCCC2=CC=C(C=C2)NC(=O)N2CCNCC2)C=CC=C1F N-(4-(6-(2,3-difluorophenoxy)hexyl)phenyl)piperazine-1-carboxamide hydrochloride